C1CCC2=C(C=3CCCC3C=C12)NC(=O)N=[S@](=O)(N)C1=CC=C(C=C1)CNC1CCOCC1 (R)-N'-((1,2,3,5,6,7-hexahydro-s-indacen-4-yl)carbamoyl)-4-(((tetrahydro-2H-pyran-4-yl)-amino)methyl)benzenesulfonimidamide